(S)-1-(sec-butyl)-N-((4,6-dimethyl-2-oxo-1,2-dihydropyridin-3-yl)methyl)-3-methyl-6-(3-(2-oxo-1-oxa-3,8-diazaspiro[4.5]dec-8-yl)prop-1-yn-1-yl)-1H-indole-4-carboxamide [C@H](C)(CC)N1C=C(C=2C(=CC(=CC12)C#CCN1CCC2(CNC(O2)=O)CC1)C(=O)NCC=1C(NC(=CC1C)C)=O)C